1'-(4-(4-(aminomethyl)-1-oxo-1,2-dihydro-phthalazin-6-yl)-1-methyl-1H-pyrazol-5-yl)-7'-fluoro-spiro[cyclohexane-1,3'-indolin]-2'-one hydrochloride Cl.NCC1=NNC(C2=CC=C(C=C12)C=1C=NN(C1N1C(C2(C3=CC=CC(=C13)F)CCCCC2)=O)C)=O